(6aR)-5-(oxetan-2-ylmethyl)-3-(trifluoromethyl)-7,8,9,10-tetrahydro-5H-pyrazino[1,2-a]pyrido[3,2-e]pyrazin-6(6aH)-one O1C(CC1)CN1C([C@@H]2N(C3=C1C=C(C=N3)C(F)(F)F)CCNC2)=O